C(OCCOC(C=C)=O)(OCC)=O 2-acryloxyethyl ethyl carbonate